5-(5-(3,5-dichlorophenyl)-5-(trifluoromethyl)-4,5-dihydroisoxazol-3-yl)-N-(3,3-dimethylbutan-2-yl)-3-methyl-5,6-dihydro-4H-thieno[2,3-c]pyrrole-2-carboxamide ClC=1C=C(C=C(C1)Cl)C1(CC(=NO1)N1CC2=C(C1)C(=C(S2)C(=O)NC(C)C(C)(C)C)C)C(F)(F)F